[N+](=O)([O-])C=1C(=C2C(=NC1)SC=C2)NCC2=CC=C(CNC(OC(C)(C)C)=O)C=C2 tert-butyl (4-(((5-nitrothieno[2,3-b]pyridin-4-yl)amino)methyl)benzyl)carbamate